(S,S)-(1,4-diazabicyclo[3.2.2]nonan-4-yl)(3-(4-fluorophenyl)-3b,4,4a,5-tetrahydro-1H-cyclopropa[3,4]cyclopenta[1,2-c]pyrazol-1-yl)methanone N12CCN(C(CC1)CC2)C(=O)N2N=C(C1=C2C[C@H]2[C@@H]1C2)C2=CC=C(C=C2)F